C=C1C(OC(C1)C1=CC(=CC=C1)OC1=CC=CC=C1)=O 3-methylene-5-(3-phenoxyphenyl)dihydrofuran-2(3H)-one